C(C)(C)(C)[C@@]1(N(CCC1)S(=O)(=O)C1=C(C=C(C=C1)C)B1OC(C(O1)(C)C)(C)C)C(=O)O.N(=C=O)CCC[SiH2]C(OC(C)C)OC(C)C 3-isocyanatopropyl-diisopropyloxymethyl-silane tert-Butyl-((4-methyl-2-(4,4,5,5-tetramethyl-1,3,2-dioxaborolan-2-yl)phenyl)sulfonyl)-L-prolinate